(1S,2R,3S,4R,5S)-4-(5-(cyclopropylethynyl)-7-(ethylamino)-3H-imidazo[4,5-b]pyridin-3-yl)-1-(difluoromethyl)bicyclo[3.1.0]hexane-2,3-diol C1(CC1)C#CC1=CC(=C2C(=N1)N(C=N2)[C@H]2[C@@H]([C@@H]([C@@]1(C[C@H]21)C(F)F)O)O)NCC